CC1=NC(=CC=C1B1OC(C(O1)(C)C)(C)C)[N+](=O)[O-] 2-methyl-6-nitro-3-(4,4,5,5-tetramethyl-1,3,2-dioxaborolan-2-yl)pyridine